COC=1C=C(C=CC1NCC#CC=1N(C2=CC=CC(=C2C1)NC1CCN(CC1)C1CCOCC1)CC(F)(F)F)S(=O)(=O)N 3-methoxy-4-{[3-(4-{[1-(oxan-4-yl)piperidin-4-yl]amino}-1-(2,2,2-trifluoroethyl)-1H-indol-2-yl)prop-2-yn-1-yl]amino}benzene-1-sulfonamide